ClC1=NN(N=C1)C=1C=C(C=CC1C(F)(F)F)NC(=O)N1[C@H]2C[C@@H](C[C@@]1(C2)C=2OC(=NN2)C)C (1R,3S,5S)-N-(3-(4-chloro-2H-1,2,3-triazol-2-yl)-4-(trifluoromethyl)phenyl)-3-methyl-1-(5-methyl-1,3,4-oxadiazol-2-yl)-6-azabicyclo[3.1.1]heptane-6-carboxamide